5-propyl-3-[(1H-pyrazol-4-ylmethyl)sulfanyl][1,2,4]triazolo[4,3-a]pyrimidin-7(8H)-one C(CC)C1=CC(NC=2N1C(=NN2)SCC=2C=NNC2)=O